[Si](C1=CC=CC=C1)(C1=CC=CC=C1)(C(C)(C)C)OC1C(COC1)C 4-((tert-butyldiphenylsilyl)oxy)-3-methyltetrahydrofuran